FS(C1=CC=C(C=C1)NC1CCN(CC1)S(=O)(=O)C1=CC=C(C=C1)C=1N=CC=2N(C1)C(=NN2)C(C)C)(F)(F)(F)F N-[4-(pentafluoro-λ6-sulfanyl)phenyl]-1-{4-[3-(propan-2-yl)-[1,2,4]triazolo[4,3-a]pyrazin-6-yl]benzenesulfonyl}piperidin-4-amine